6-(difluoromethyl)-2-[4-[[5-(methoxymethoxy)-4-[(4-methoxyphenyl)methylsulfanyl]-2-pyridinyl]oxy]-3,5-dimethyl-phenyl]-1,2,4-triazine-3,5-dione FC(C=1C(NC(N(N1)C1=CC(=C(C(=C1)C)OC1=NC=C(C(=C1)SCC1=CC=C(C=C1)OC)OCOC)C)=O)=O)F